tert-Butyl 4-[4-benzyloxycarbonyl-3-(cyanomethyl)piperazin-1-yl]-2-chloro-6,8-dihydro-5H-pyrido[3,4-d]pyrimidine-7-carboxylate C(C1=CC=CC=C1)OC(=O)N1C(CN(CC1)C=1C2=C(N=C(N1)Cl)CN(CC2)C(=O)OC(C)(C)C)CC#N